3,7-dimethyl-10-phenylphenazin-10-ium CC=1C=CC2=[N+](C3=CC=C(C=C3N=C2C1)C)C1=CC=CC=C1